N1(N=CC=C1)CC1=CC2=C(C(=N1)OC)C(=NO2)NS(=O)(=O)C2=CC(=CC=1CCCOC12)C1CC1 N-(6-((1H-pyrazol-1-yl)methyl)-4-methoxyisoxazolo[4,5-c]pyridin-3-yl)-6-cyclopropyl-3,4-dihydro-1H-benzopyran-8-sulfonamide